7-bromo-2,2-dimethylheptanoic acid BrCCCCCC(C(=O)O)(C)C